1,3-bis(p-aminophenyl)tetramethyldisiloxane NC1=CC=C(C=C1)[Si](O[Si](C1=CC=C(C=C1)N)(C)C)(C)C